NCCC1=C(C=C(C=C1)N1CCN(CC1)C(=O)OC(C)(C)C)COC tert-Butyl 4-(4-(2-aminoethyl)-3-(methoxymethyl)phenyl)piperazine-1-carboxylate